ClC1=C(C=CC=C1C1=CC=C(C(=N1)OC)CN1CC(C1)(C(=O)O)C)C1=C(C(=CC=C1)NC(=O)C=1C(N(C(N(C1)C)=O)C)=O)Cl 1-((6-(2,2'-dichloro-3'-(1,3-dimethyl-2,4-dioxo-1,2,3,4-tetrahydropyrimidine-5-carboxamido)-[1,1'-biphenyl]-3-yl)-2-methoxypyridin-3-yl)methyl)-3-methylazetidine-3-carboxylic acid